C1(=CC(=C(CC1)C(C)C)O)C (+)-menthadienol